6-Chloro-2,3-bis((1-methyltetrazol-5-yl)thio)quinoxaline ClC=1C=C2N=C(C(=NC2=CC1)SC1=NN=NN1C)SC1=NN=NN1C